ClC1=C(C=C(OCC(=O)NC23CC(C2)(C3)C(=O)NCC3=NN(C=C3)C)C=C1)F 3-[2-(4-chloro-3-fluorophenoxy)acetamido]-N-[(1-methyl-1H-pyrazol-3-yl)methyl]bicyclo[1.1.1]pentane-1-carboxamide